NC1=NC=CC(=C1C#CC1=CC=CC=C1)C=1C=CC(=C(C#N)C1)F 5-(2-amino-3-(phenylethynyl)pyridin-4-yl)-2-fluorobenzonitrile